COC(=O)C=1C(N(C2=NC(=CC=C2C1N)OC(F)F)C=1C=NC(=CC1)N)=O 4-Amino-1-(6-aminopyridin-3-yl)-7-(difluoromethoxy)-2-oxo-1,2-dihydro-1,8-naphthyridine-3-carboxylic acid methyl ester